4H-cyclopenta[2,1-B:3,4-B']Dithiophen-4-one S1C2=C(C=C1)C(C1=C2SC=C1)=O